ClC1=C(C=C(C=C1)F)C1NC(C2=C1C(=CC1=C(N(N=C21)C)C=C)NC(C2=CC(=CC(=C2)C(F)(F)F)F)=O)=O N-(6-(2-chloro-5-fluorophenyl)-2-methyl-8-oxo-3-vinyl-2,6,7,8-tetrahydropyrrolo[3,4-g]indazol-5-yl)-3-fluoro-5-(trifluoromethyl)benzamide